(2R,3R,4S,5S)-2-(4-amino-5-fluoro-7H-pyrrolo[2,3-d]pyrimidin-7-yl)-5-((R)-1-hydroxy-1-(4-(trifluoromethyl)phenyl)ethyl)tetrahydrofuran-3,4-diol NC=1C2=C(N=CN1)N(C=C2F)[C@@H]2O[C@@H]([C@H]([C@H]2O)O)[C@@](C)(C2=CC=C(C=C2)C(F)(F)F)O